O=C1C(=CC=NN1)C(C(F)(F)F)=O 6-oxo-5-(2,2,2-trifluoroacetyl)-1,6-dihydropyridazin